OCC1OC2(CN(C1)C1=CC=CC=C1)C(NC(CC2)=O)=O 2-(hydroxymethyl)-4-phenyl-1-oxa-4,8-diazaspiro[5.5]undecane-7,9-dione